NC1=NC(=C(C(=C1C#N)C=1C=C(C=CC1)C1=CC=C(C=C1)F)C#N)N1CCCCC1 2-Amino-4-(4'-fluoro-[1,1'-biphenyl]-3-yl)-6-(piperidin-1-yl)pyridine-3,5-dinitrile